methyl 3,5-bis((Z)-(hydroxyimino)methyl)benzoate O\N=C/C=1C=C(C(=O)OC)C=C(C1)\C=N/O